ClC1=C(C(=O)N2COC3=C(C2)C=CC=C3C3=CC(=C(C(=O)O)C=C3F)N3C2COCC3CC2)C(=CC(=C1)N1CC2(C1)OCCC2)Cl 4-[3-[2,6-Dichloro-4-(5-oxa-2-azaspiro[3.4]octan-2-yl)benzoyl]-2,4-dihydro-1,3-benzoxazin-8-yl]-5-fluoro-2-(3-oxa-8-azabicyclo[3.2.1]octan-8-yl)benzoic acid